IC1=CC(=C(C(=O)NC2=NN(C(=C2)C)C2CC(C2)C(F)(F)F)C=C1)N1CCC2(CC2)CC1 4-iodo-N-(5-methyl-1-((1s,3s)-3-(trifluoromethyl)cyclobutyl)-1H-pyrazol-3-yl)-2-(6-azaspiro[2.5]octan-6-yl)benzamide